N12C(=CC=3C=CC=C(NCC1)C23)C2=NC3=C(N2CC=2C=NN(C2)CC)C(=CC(=C3)C(=O)OC)OC methyl 2-(1,9-diazatricyclo[6.3.1.04,12]dodeca-2,4(12),5,7-tetraen-2-yl)-1-[(1-ethylpyrazol-4-yl) methyl]-7-methoxy-benzimidazole-5-carboxylate